C(C)(C)(C)OC(=O)N1CCC(C(CC1)C(=O)O)C(=O)O 1-tert-butoxycarbonylazepan-4,5-dicarboxylic acid